CN(CCCC(=O)NC1=CC(=C(C(=C1)C)OC1=CC(=CC(=C1)NS(=O)(=O)CC)C=1C(=NOC1C)C)C)C 4-(Dimethylamino)-N-(4-(3-(3,5-dimethylisoxazol-4-yl)-5-(ethylsulfonamido)phenoxy)-3,5-dimethylphenyl)butanamide